4-(4-(((1r,4r)-4-(3-(3-fluoro-4-(trifluoromethoxy)phenyl)ureido)cyclohexyl)oxy)phenoxy)butanoic acid FC=1C=C(C=CC1OC(F)(F)F)NC(NC1CCC(CC1)OC1=CC=C(OCCCC(=O)O)C=C1)=O